tributyl-ammonium tetra(pentafluorophenyl)borate FC1=C(C(=C(C(=C1[B-](C1=C(C(=C(C(=C1F)F)F)F)F)(C1=C(C(=C(C(=C1F)F)F)F)F)C1=C(C(=C(C(=C1F)F)F)F)F)F)F)F)F.C(CCC)[NH+](CCCC)CCCC